rac-((2r,6s)-2-ethyl-6-methylmorpholino)(5-(2,4,5-trifluoro-3-hydroxyphenyl)-1,2,4-oxadiazol-3-yl)methanone C(C)[C@H]1O[C@H](CN(C1)C(=O)C1=NOC(=N1)C1=C(C(=C(C(=C1)F)F)O)F)C |r|